C1(CCCCC1)NCC(C)O 1-(Cyclohexylamino)2-propanol